FC=1C=C(OCCN2CCC3(CC2)C(NC2=CC=C(C=C23)C#N)=O)C=C(C1[C@H](C)S(=O)(=O)C)F (S)-1'-{2-[3,5-difluoro-4-(1-methanesulfonylethyl)phenoxy]ethyl}-2-oxo-1,2-dihydrospiro[indole-3,4'-piperidine]-5-carbonitrile